Dinatrium sebacat C(CCCCCCCCC(=O)[O-])(=O)[O-].[Na+].[Na+]